dichloroethyl-(6-(tert-butoxy)hexyl)silane ClC(C[SiH2]CCCCCCOC(C)(C)C)Cl